ethyl 3-methyl-4-oxo-4,5,6,7-tetrahydro-2H-isoindole-1-carboxylate CC=1NC(=C2CCCC(C12)=O)C(=O)OCC